3-methyl-N-(5-(oxetan-3-yl)-1H-pyrazol-3-yl)-1-((tetrahydro-2H-pyran-4-yl)methyl)-1H-pyrazolo[3,4-b]pyrazin-6-amine CC1=NN(C2=NC(=CN=C21)NC2=NNC(=C2)C2COC2)CC2CCOCC2